N-(4-(2,2,2-trifluoroethoxy)pyrimidin-2-yl)-1H-indol-5-amine FC(COC1=NC(=NC=C1)NC=1C=C2C=CNC2=CC1)(F)F